2-amino-3-bromo-4-fluoro-5-(pyridin-4-yl)benzonitrile NC1=C(C#N)C=C(C(=C1Br)F)C1=CC=NC=C1